NCC1CN(CC1)C(=O)OC(C)(C)C tert-butyl 3-(amino-methyl)pyrrolidine-1-carboxylate